C[C@]12CC[C@H]3[C@H]([C@@H]1CC[C@]2(C#C)O)CCC4=C3C=CC(=C4)O The molecule is a 3-hydroxy steroid that is estradiol substituted by a ethynyl group at position 17. It is a xenoestrogen synthesized from estradiol and has been shown to exhibit high estrogenic potency on oral administration. It has a role as a xenoestrogen. It is a 17-hydroxy steroid, a terminal acetylenic compound and a 3-hydroxy steroid. It derives from a 17beta-estradiol and an estradiol.